(4R)-2-{[(2S)-1,4-dioxan-2-yl]methyl}-4-methyl-N-[(1,3-oxazol-4-yl)methyl]-8-(trifluoromethyl)-4,5-dihydro-2H-furo[2,3-g]indazole-7-carboxamide O1[C@H](COCC1)CN1N=C2C3=C(C[C@H](C2=C1)C)OC(=C3C(F)(F)F)C(=O)NCC=3N=COC3